6-chloro-N-(4-chloro-2,3-difluorophenyl)pyrido[3,2-d]pyrimidin-4-amine ClC=1C=CC=2N=CN=C(C2N1)NC1=C(C(=C(C=C1)Cl)F)F